BrC=1C=C(C(=C(C#N)C1)F)Cl 5-bromo-3-chloro-2-fluorobenzonitrile